CC=1C=C(CNC2CCCC2)C=CC1C N-(3,4-dimethylbenzyl)cyclopentanamine